CC(C(N)N)CC(CCCC)C 2,4-dimethyloctanediamine